[Ca+2].[Si]([O-])([O-])([O-])[O-].[Zr+4] zirconium silicate, calcium salt